ClC=1C(N(N=CC1N[C@@H](C)[C@@H]1COCCC1)C1=CC=C(C=C1)N(C1=CC=C(C=C1)F)C)=O 4-chloro-2-[4-(4-fluoro-N-methyl-anilino)phenyl]-5-[[(1S)-1-[(3R)-tetrahydropyran-3-yl]ethyl]amino]pyridazin-3-one